C(C)(C)(C)C=1C=C(CCC(=O)OC)C=C(C1O)C(C)(C)C methyl (3,5-di-tert-butyl-4-hydroxy hydrocinnamate)